N=1C=NN2C1C=C(C=C2)C2=CNC=1N=C(N=CC12)NC1CC(C1)(C)NC(C)=O N-((1s,3s)-3-((5-([1,2,4]triazolo[1,5-a]pyridin-7-yl)-7H-pyrrolo[2,3-d]pyrimidin-2-yl)amino)-1-methylcyclobutyl)acetamide